C(CCCCCCCO)O Octylenglycol